C(C)C1=C(C(=NN1C)C1CCOCC1)C1=NC(=NC=C1)NC1CCC(CC1)N (1r,4r)-N1-(4-(5-Ethyl-1-methyl-3-(tetrahydro-2H-pyran-4-yl)-1H-pyrazol-4-yl)pyrimidin-2-yl)cyclohexane-1,4-diamine